(3R,4R,5S)-4-acetamido-5-amino-3-(pentan-3-yloxy)cyclohex-1-ene-1-carboxylic acid C(C)(=O)N[C@H]1[C@@H](C=C(C[C@@H]1N)C(=O)O)OC(CC)CC